ClC1=C(C(=C2C=NNC2=C1)C1=CC=C2C(=NC(=NC2=C1F)OCC1(CC1)CN(C)C)N1C[C@@](CCC1)(O)C)\C=C/C (3R)-1-(7-(6-Chloro-5-((Z)-prop-1-en-1-yl)-1H-indazol-4-yl)-2-((1-((dimethylamino)methyl)cyclopropyl)methoxy)-8-fluoroquinazolin-4-yl)-3-methylpiperidin-3-ol